2-((1R,3S)-3-amino-4-hydroxy-1-thiazol-5-yl-butylsulfanyl)-5-chloro-benzonitrile N[C@@H](C[C@H](C1=CN=CS1)SC1=C(C#N)C=C(C=C1)Cl)CO